(11-mercaptoundecyl)trimethoxysilane SCCCCCCCCCCC[Si](OC)(OC)OC